(6R)-2-benzyl-3-methyl-4-allyl-6-hydroxy-4-methyl-2-azabicyclo[3.2.0]heptane C(C1=CC=CC=C1)N1C2C[C@H](C2C(C1C)(C)CC=C)O